tert-butyl (E)-(3-(3-(methyl((3-methylbenzo[b]thiophen-2-yl)methyl)amino)-3-oxoprop-1-en-1-yl)-8-oxo-6,7,8,9-tetrahydro-5H-pyrido[2,3-b]azepin-7-yl)carbamate CN(C(/C=C/C1=CC2=C(NC(C(CC2)NC(OC(C)(C)C)=O)=O)N=C1)=O)CC1=C(C2=C(S1)C=CC=C2)C